2-((4-(hydroxymethyl)-1H-pyrazol-3-yl)methyl)-6-(phenylsulfonyl)phthalazin-1(2H)-one OCC=1C(=NNC1)CN1C(C2=CC=C(C=C2C=N1)S(=O)(=O)C1=CC=CC=C1)=O